COCCN1C(=CC=2C1=CN=C(C2)C2=NC=CC(=C2)C2=NOC(=N2)C(F)(F)F)C(=O)N(C)C 1-(2-methoxyethyl)-N,N-dimethyl-5-(4-(5-(trifluoromethyl)-1,2,4-oxadiazol-3-yl)pyridin-2-yl)-1H-pyrrolo[2,3-c]pyridine-2-carboxamide